BrC1=CC(=C2C(C(N(C2=C1)C)=O)(C)C)F 6-bromo-4-fluoro-1,3,3-trimethylindol-2-one